C(C)(C)(C)OC(N(C)C=1C=C(C=C2C3=C(NC12)N=C(N=C3O)S)F)=O (6-fluoro-4-hydroxy-2-mercapto-9H-pyrimido[4,5-B]indol-8-yl)(methyl)carbamic acid tert-butyl ester